C(C)C1=C(C(=CC=C1CC)CC)O 2,3,6-triethylphenol